6-tert-butyl-1,1-dimethyl-4-indanyl-methyl ketone C(C)(C)(C)C1=CC(=C2CCC(C2=C1)(C)C)CC(=O)CC1=C2CCC(C2=CC(=C1)C(C)(C)C)(C)C